CC1CC=C(CC1)B1OC(C)(C)C(C)(C)O1 4-methylcyclohex-1-enylboronic acid pinacol ester